(R)-3-pyrrolidinol hydrochloride Cl.N1C[C@@H](CC1)O